FC(CC(CCCCCCCCCP([O-])([O-])=O)C(CCCCCCCCCP([O-])([O-])=O)CC(C(C(C(F)(F)F)(F)F)(F)F)(F)F)(C(C(C(F)(F)F)(F)F)(F)F)F 10,11-bis(2,2,3,3,4,4,5,5,5-nonafluoropentyl)icosane-1,20-diylbisphosphonate